7-{[4-(3-Chloro-2-methylphenyl)-1-[(2E)-4-methoxybut-2-enoyl]piperidin-4-yl]amino}-2-methylisoquinolin-1-one ClC=1C(=C(C=CC1)C1(CCN(CC1)C(\C=C\COC)=O)NC1=CC=C2C=CN(C(C2=C1)=O)C)C